C(CC(O)(C(=O)O)CC(=O)O)(=O)O.N[C@@H](CCC(=O)NCC)C(=O)O L-theanine citrate